C(C1=CC=CC=C1)OC1CCC(CC1)C(C)(C)O 2-((1s,4s)-4-(Benzyloxy)cyclohexyl)propan-2-ol